tert-butyldimethylsilyl-TBDMS fluoride [Si](C)(C)(C(C)(C)C)C[Si](C)(C(C)(C)C)F